ClC=1C=C(CN2N=C3N([C@@H](CCC3)C(=O)N3CC(CC3)(F)F)C2=O)C=CC1F (5S)-2-(3-Chloro-4-fluorobenzyl)-5-[(3,3-difluoropyrrolidin-1-yl)carbonyl]-5,6,7,8-tetrahydro[1,2,4]triazolo[4,3-a]pyridin-3(2H)-one